N1=C(C=NC2=CC=CC=C12)N1N=CC=C1 (quinoxalin-2-yl)-1H-pyrazol